ClC1=NC2=NC(=C(N=C2C(=N1)N1CC(C1)C(F)(F)F)C)C 2-chloro-6,7-dimethyl-4-(3-(trifluoromethyl)azetidin-1-yl)pteridine